ClC1=CC=NC2=CC3=C(C=C12)C(NC(O3)CC)=O 6-chloro-2-ethyl-2,3-dihydro-4H-[1,3]Oxazino[5,6-g]Quinolin-4-one